1-(3-cyano-6-(1-methyl-1H-pyrazol-4-yl)pyrazolo[1,5-a]pyridin-4-yl)azepan C(#N)C=1C=NN2C1C(=CC(=C2)C=2C=NN(C2)C)N2CCCCCC2